(R)-2-((R)-2,4-Dimethylpiperazin-1-yl)-N-(3-(5-fluoro-2-((2-fluoro-3-(methylsulfonyl)phenyl)amino)pyrimidin-4-yl)-1H-indol-7-yl)butanamid C[C@H]1N(CCN(C1)C)[C@@H](C(=O)NC=1C=CC=C2C(=CNC12)C1=NC(=NC=C1F)NC1=C(C(=CC=C1)S(=O)(=O)C)F)CC